(3s,4r,5r)-1-(4-butoxy-2,6-difluorobenzyl) piperidine-3,4,5-triyltriacetate N1C[C@H]([C@@H]([C@H](C1)CC(=O)[O-])CC(=O)[O-])CC(=O)OCC1=C(C=C(C=C1F)OCCCC)F